BrC1=CC=C(C=C1)N1C2=CC=CC=C2C=2C(=CC=CC12)C1=CC=CC=C1C=O 9-(4-Bromophenyl)carbazole-4-benzaldehyde